4-(N-methyl-N-(3-(N-p-methylbenzenesulfonyl-L-leucylamino)-4-methoxyphenyl)-amino)coumarin CN(C1=CC(=C(C=C1)OC)NC([C@@H](NS(=O)(=O)C1=CC=C(C=C1)C)CC(C)C)=O)C1=CC(OC2=CC=CC=C12)=O